2-hexyldecyl 8-oxooctadecanoate O=C(CCCCCCC(=O)OCC(CCCCCCCC)CCCCCC)CCCCCCCCCC